C(C)C1=NN(C=C1)C=1C=CC(=C(O\C(\C(=O)OC)=C/OC)C1)C methyl (Z)-2-[5-(3-ethylpyrazol-1-yl)-2-methyl-phenoxy]-3-methoxy-prop-2-enoate